BrCC(=O)OC(C)(C)C tertiary-butyl bromoacetate